1-Methyl-3-(3,3,4,4,5,5,6,6,7,7,8,8,8-tridecafluorooctyl)-imidazolium CN1C=[N+](C=C1)CCC(C(C(C(C(C(F)(F)F)(F)F)(F)F)(F)F)(F)F)(F)F